1-octadecanoyl-2-(6Z,9Z-octadecadienoyl)-sn-glycero-3-phosphocholine CCCCCCCCCCCCCCCCCC(=O)OC[C@H](COP(=O)([O-])OCC[N+](C)(C)C)OC(=O)CCCC/C=C\C/C=C\CCCCCCCC